C(#N)C1=C(C=C(C(=O)NC=2C=NC(=CC2)C2=C(C=C(C=C2)C2=NOC(=N2)C)OC)C=C1)OCCN(C)C 4-cyano-3-(2-(dimethylamino)ethoxy)-N-(6-(2-methoxy-4-(5-methyl-1,2,4-oxadiazol-3-yl)benzeneYl)pyridin-3-yl)benzamide